N'-acetyl-4-amino-1-methyl-N'-[(3S)-tetrahydrofuran-3-yl]-N-[[5-(trifluoromethyl)-2-pyridyl]methyl]pyrazolo[4,3-c]quinoline-8-carbohydrazide C(C)(=O)N(N(C(=O)C1=CC=2C3=C(C(=NC2C=C1)N)C=NN3C)CC3=NC=C(C=C3)C(F)(F)F)[C@@H]3COCC3